NC1=C(C=CC=C1)NC(=S)NC(CCC#N)C1=CC(=CC=C1)C(F)(F)F 1-(2-aminophenyl)-3-{3-cyano-1-[3-(trifluoromethyl)phenyl]propyl}thiourea